C(C)(C)(C)OC(=O)N1[C@H](CC(C1)CC(=O)OCC)C1=C(C(=CC=C1OCOC)Cl)Cl (2R)-2-[2,3-dichloro-6-(methoxymethoxy)phenyl]-4-(2-ethoxy-2-oxoethyl)pyrrolidine-1-carboxylic acid tert-butyl ester